OC1CCN(CC1)C=O (4-hydroxypiperidin-1-yl)methanone